C(C1=CC=CC=C1)N1CCC(CC1)CCNC(=O)C=1C=NC=2N(C1C)N=C(C2)C2=CC(=CC(=C2)F)F N-[2-(1-benzylpiperidin-4-yl)ethyl]-2-(3,5-difluorophenyl)-7-methylpyrazolo[1,5-a]pyrimidine-6-carboxamide